N-(3-cyano-4-methyl-1H-indol-7-yl)-2-ethyl-1H-imidazole-4-sulfonamide C(#N)C1=CNC2=C(C=CC(=C12)C)NS(=O)(=O)C=1N=C(NC1)CC